C(C1=CC=CC=C1)OC(=O)N1C[C@@H]2[C@H](CC1)N(CC2)C2=CC=C(C=C2)F.ClC2=CC=C(CSCCSCC1=CC=C(C=C1)Cl)C=C2 1,2-bis(4-chlorobenzyl-thio)ethane benzyl-(3aR,7aS)-1-(4-fluorophenyl)-3,3a,4,6,7,7a-hexahydro-2H-pyrrolo[3,2-c]pyridine-5-carboxylate